CSC1=CC=C2C=NNC2=C1 6-(methylthio)-1H-indazole